(4-bromo-2-fluoro-3-(methoxycarbonyl)benzyl)-4-formylpiperidine-1-carboxylic acid tert-butyl ester C(C)(C)(C)OC(=O)N1C(CC(CC1)C=O)CC1=C(C(=C(C=C1)Br)C(=O)OC)F